O=C1NC(CCC1N1C(C2=CC=CC(=C2C1=O)N[C@@H](C)C1=CC=C(C=C1)OC)=O)=O 2-(2,6-dioxopiperidin-3-yl)-4-(((S)-1-(4-methoxyphenyl)ethyl)amino)isoindoline-1,3-dione